BrC1=CC(=CC=2N=C3COCC[C@H](N3C21)C)C(=O)NC2=CC=C(C=C2)OC(F)(F)Cl (R)-7-bromo-N-(4-(chlorodifluoromethoxy)phenyl)-5-methyl-4,5-dihydro-1H,3H-benzo[4,5]imidazo[2,1-c][1,4]oxazepine-9-carboxamide